CN(CCCNC(C=C)=O)C N-[3-dimethylaminopropyl]acrylamide